4-((9-cyclopentyl-7,7-difluoro-5-methyl-6-oxo-6,7,8,9-tetrahydro-5H-pyrimido[4,5-b][1,4]diazepin-2-yl)amino)-3-methoxy-N-(4-oxopiperidin-1-yl)benzamide C1(CCCC1)N1C2=C(N(C(C(C1)(F)F)=O)C)C=NC(=N2)NC2=C(C=C(C(=O)NN1CCC(CC1)=O)C=C2)OC